OCC=1C=C(N=NC1)NC(OC(C)(C)C)=O tert-butyl (5-(hydroxymethyl)pyridazin-3-yl)carbamate